C(C)(C)(C)OC(=O)N1CC(CCC1)C1=NC(=C2N1C=C(C=C2)C)Br.BrC=2C(=NC1=CC=CC=C1N2)CBr bromo-2-(bromomethyl)quinoxaline tert-butyl-3-(1-bromo-6-methylimidazo[1,5-a]pyridin-3-yl)piperidine-1-carboxylate